6-deoxy-beta-D-ido-heptose O[C@H]1[C@@H](O)[C@H](O)[C@@H](O)[C@H](O1)CCO